(S)-2-((8-(2-chloro-4-((1-methylpyrrolidin-3-yl)oxy)phenyl)-6-(1-methylcyclopropoxy)-9H-purin-9-yl)methyl)-5-methylthiazole ClC1=C(C=CC(=C1)O[C@@H]1CN(CC1)C)C=1N(C2=NC=NC(=C2N1)OC1(CC1)C)CC=1SC(=CN1)C